C(C)(C)(C)OC(=O)N1C[C@H]([C@H](C1)OC)N.ClC1=CC=C(C(=C1)O)C1=C(C(=O)N)C=CC=C1 (4-chloro-6-hydroxyphenyl)benzamide tert-Butyl-(3R,4S)-3-amino-4-methoxypyrrolidine-1-carboxylate